COC=1C(=CC2=C(C(OC3=CC(=C(C=C23)C)N(C(OC(C)(C)C)=O)C)(C)C)C1)C tert-butyl (8-methoxy-2,6,6,9-tetramethyl-6H-benzo[c]chromen-3-yl)(methyl)carbamate